3-(2-(2-((2r,6s)-2,6-dimethylpiperazin-1-yl)ethoxy)pyridin-4-yl)piperidine-2,6-dione dihydrochloride Cl.Cl.C[C@H]1N([C@H](CNC1)C)CCOC1=NC=CC(=C1)C1C(NC(CC1)=O)=O